[NH+]12C[C@H](C=C)[C@@H](CC1)C[C@@H]2CC2=CC=NC1=CC=CC=C21 cinchonanium